N-(3-((2-((5-methyl-2-(1-methylpiperidin-4-yl)oxazol-4-yl)amino)-5-(trifluoromethyl)pyrimidin-4-yl)amino)propyl)oxetane-3-carboxamide CC1=C(N=C(O1)C1CCN(CC1)C)NC1=NC=C(C(=N1)NCCCNC(=O)C1COC1)C(F)(F)F